C/C(/C=C/C(=O)ONC(=O)N1CCC(CC1)CO)=C\C=C\C(=C\C=C\C=C(\C=C\C=C(/C=C/C(=O)[O-])\C)/C)\C 1-[4-hydroxymethyl-piperidinamido] (2E,4E,6E,8E,10E,12E,14E,16Z,18E)-4,8,13,17-tetramethylicosa-2,4,6,8,10,12,14,16,18-nonaenedioate